4-methyl-N-[3-(4-methyl-1H-imidazol-1-yl)-5-(trifluoromethyl)phenyl]-3-[[4-(3-pyridinyl)-2-pyrimidinyl]amino]-benzamide, monohydrochloride Cl.CC1=C(C=C(C(=O)NC2=CC(=CC(=C2)C(F)(F)F)N2C=NC(=C2)C)C=C1)NC1=NC=CC(=N1)C=1C=NC=CC1